tert-butyl (S)-3-((4-((3-chloro-2-cyclopropoxy-4-fluorophenyl)amino)pyrido[3,2-d]pyrimidin-6-yl)oxy)pyrrolidine-1-carboxylate ClC=1C(=C(C=CC1F)NC=1C2=C(N=CN1)C=CC(=N2)O[C@@H]2CN(CC2)C(=O)OC(C)(C)C)OC2CC2